BrC1=C(C=NN1CCF)CO [5-bromo-1-(2-fluoroethyl)-1H-pyrazol-4-yl]methanol